C(CCC)NC=1C2=C(N=C(N1)NC(=O)OC)C(=NN2CC2=C(C=C(C(=O)OC)C=C2)OC)C(F)(F)F Methyl 4-((7-(butylamino)-5-((methoxycarbonyl)amino)-3-(trifluoro-methyl)-1H-pyrazolo[4,3-d]pyrimidin-1-yl)methyl)-3-methoxybenzoate